CC=1C=C(C=CC1OC1=CC2=C(N(C=N2)C)C=C1)NC=1C2=C(N=CN1)C=CC(=N2)C2=CCCCN(C2)C(=O)OC(C)(C)C tert-butyl 6-(4-((3-methyl-4-((1-methyl-1H-benzo[d]imidazol-5-yl)oxy)phenyl)amino)pyrido[3,2-d]pyrimidin-6-yl)-2,3,4,7-tetrahydro-1H-azepine-1-carboxylate